C(C)P(=O)(O)CC(C(=O)O)CCC(=O)O 2-[[ethylhydroxyphosphinyl]methyl]pentanedioic acid